C(C)(C)(C)OC(=O)N1CCC2=C(C=CC=C12)CO 4-(hydroxymethyl)indoline-1-carboxylic acid tert-butyl ester